2-({[5-(4-fluorophenyl)-1,3-oxazol-2-yl]methyl}sulfanyl)-6-methylpyrimidin FC1=CC=C(C=C1)C1=CN=C(O1)CSC1=NC(=CC=N1)C